6,9-bis(4-(diphenylamino)phenyl)-1,2,3,4-tetrahydrophenazine C1(=CC=CC=C1)N(C1=CC=C(C=C1)C1=C2N=C3CCCCC3=NC2=C(C=C1)C1=CC=C(C=C1)N(C1=CC=CC=C1)C1=CC=CC=C1)C1=CC=CC=C1